CC1N(CCCC1C(=O)O)C(=O)OC(C)(C)C methyl-1-Boc-3-piperidinecarboxylic acid